1,8-diazabicyclo(5.4.0)undec-7-ene tetraphenylborate C1(=CC=CC=C1)[B-](C1=CC=CC=C1)(C1=CC=CC=C1)C1=CC=CC=C1.N12CCCCCC2=NCCC1